C(C)C1CN(C=2C(N[C@](NC2N1CC=1OC=CC1)(N)NC1=C(C=C(C=C1)S(=O)(=O)CC(=O)N1CCN(CC1)C)OC)=O)C (R)-7-ethyl-8-(furan-2-ylmethyl)-2-[2-methoxy-4-(2-(4-methylpiperazin-1-yl)-2-oxoethylsulfonyl)phenylamino]-5-methyl-dihydropterin